N,6-dimethyl-5-(4-((2-(3-methylureido)oxazol-4-yl)methyl)piperazin-1-yl)picolinamide CNC(C1=NC(=C(C=C1)N1CCN(CC1)CC=1N=C(OC1)NC(=O)NC)C)=O